(5-(trifluoromethyl)pyridin-3-yl)methyl methanesulfonate CS(=O)(=O)OCC=1C=NC=C(C1)C(F)(F)F